diacetic acid monolaurate C(CCCCCCCCCCC)(=O)O.C(C)(=O)O.C(C)(=O)O